C(C1=CC=CC=C1)N(C(=O)NC1=CC=C(C=C1)OC)C 1-benzyl-3-(4-methoxyphenyl)-1-methylurea